S(=O)(=O)(C1=CC=C(C)C=C1)OCCOS(=O)(=O)C1=CC=C(C)C=C1 ethylene glycol ditosylate